3-(5-Amino-6-(3-cyanopyridin-4-yl)pyrazin-2-yl)-N-(1-(hydroxymethyl)-2-oxabicyclo[2.2.2]octan-4-yl)-4-methylbenzenesulfonamide trifluoroacetate salt FC(C(=O)O)(F)F.NC=1N=CC(=NC1C1=C(C=NC=C1)C#N)C=1C=C(C=CC1C)S(=O)(=O)NC12COC(CC1)(CC2)CO